ClC=1C(=NC(=NC1)N1CCC(CC1)C(F)(F)F)NC1=CC2=C(N(C(N2CCC(C)(C)O)=O)C)C=C1 5-((5-Chloro-2-(4-(trifluoromethyl)piperidin-1-yl)pyrimidin-4-yl)amino)-3-(3-hydroxy-3-methylbutyl)-1-methyl-1,3-dihydro-2H-benzo[d]imidazol-2-one